CNC(O)=O.CNC(O)=O.CC1=CC=CC=C1 toluene bis(methylcarbamate)